C(C)OC(=O)C=1N(N=C(C1C)Br)COCC[Si](C)(C)C 5-bromo-4-methyl-2-(2-trimethylsilylethoxymethyl)pyrazole-3-carboxylic acid ethyl ester